6-chloro-N-[5-chloro-1-(1-methylcyclopropyl)-1H-pyrazol-4-yl]-7-[6-(2,2,2-trifluoroethyl)-2,6-diazaspiro[3.3]heptan-2-yl]quinazolin-2-amine ClC=1C=C2C=NC(=NC2=CC1N1CC2(C1)CN(C2)CC(F)(F)F)NC=2C=NN(C2Cl)C2(CC2)C